(S)-2-(3-bromo-5-chlorophenyl)-4-((2-nitrophenyl)sulfonyl)-morpholine BrC=1C=C(C=C(C1)Cl)[C@H]1CN(CCO1)S(=O)(=O)C1=C(C=CC=C1)[N+](=O)[O-]